cis-3-Decen CC\C=C/CCCCCC